Cl.IC1=CC=C(OC2CNCC2)C=C1 3-(4-iodophenoxy)pyrrolidine hydrochloride